CC1=NC(=CC(=C1C(=O)OC1CCC(CC1)(C1=CC(=C(C=C1)OC(F)F)OCC1CC1)C#N)C1=C(C=CC=C1)OC(F)F)C 4-cyano-4-(3-cyclopropylmethoxy-4-difluoromethoxyphenyl)cyclohexan-1-ol methyl-4-(2-(difluoromethoxy)phenyl)-6-methylpyridine-3-carboxylate